C1(CC1)N1N=C(C=C1N=C(C1=CC=CC=C1)C1=CC=CC=C1)C(F)F N-(1-cyclopropyl-3-(difluoromethyl)-1H-pyrazol-5-yl)-1,1-diphenylmethanimine